[B].[Co].[Pd].[Pd].ClC=1C=C(/C=C/[Si](C2=CC=CC=C2)(C2=CC=CC=C2)C2=CC=CC=C2)C=CC1 (E)-(3-chlorostyryl)triphenylsilane palladium-palladium cobalt boron